FC(CCOCC1=CC=C(C=C1)OC)C#C 1-(((3-fluoropent-4-yn-1-yl)oxy)methyl)-4-methoxybenzene